ClC1=C(C(=NC=C1)C=1C(=NN(C1C)CCOCC[Si](CC)(CC)CC)C)[N+](=O)[O-] 4-chloro-2-(3,5-dimethyl-1-{[2-(triethylsilyl)ethoxy]ethyl}-1H-pyrazol-4-yl)-3-nitropyridine